C(C)(C)(C)OC(=O)N1C=CC2=C(C=C(C=C12)N=C(C1=CC=CC=C1)C1=CC=CC=C1)F 6-((diphenylmethylene)amino)-4-fluoro-1H-indole-1-carboxylic acid tert-butyl ester